4,10-Dioxatricyclo[5.2.1.02,6]Dec-8-Ene-3,5-Dione C12C3C(OC(C3C(C=C1)O2)=O)=O